COC=1N=C(N(N1)CC1=CC=C(C=C1)C1=NOC(=N1)C(F)(F)F)N 5-methoxy-2-[[4-[5-(trifluoromethyl)-1,2,4-oxadiazol-3-yl]phenyl]methyl]-1,2,4-triazol-3-amine